CC1=C(CN2CCN(CC2)C(=O)OC=2C=NC=C(C2)C(N)=O)C=CC=C1C(F)(F)F 5-Carbamoyl-pyridin-3-yl 4-(2-methyl-3-(trifluoromethyl) benzyl)piperazine-1-carboxylate